CC(CCCCCC)O[Mg] 2-octoxymagnesium